2-(1-methanesulfonylethyl)pyridine-4-carboxylic acid CS(=O)(=O)C(C)C1=NC=CC(=C1)C(=O)O